C(CC)CN(CC(=O)O)C(CCCCCCCCCCC)=O n-propyl-lauroyl-sarcosine